(S)-4-(3-(Dimethylamino)-3-(3-(trifluoromethyl)-phenethyl)piperidin-1-yl)-2,6-difluoro-N-(pyrimidin-4-yl)benzenesulfonamide CN([C@@]1(CN(CCC1)C1=CC(=C(C(=C1)F)S(=O)(=O)NC1=NC=NC=C1)F)CCC1=CC(=CC=C1)C(F)(F)F)C